NCC=1C=C(C(=NC1)C1C(NC(CC1)=O)=O)F 3-(5-(Aminomethyl)-3-fluoropyridin-2-yl)piperidine-2,6-dione